N[C@H](C(=O)NC1=NC=C(C=C1)C1=C(N=NN1C)C1CC1)C1CCCCCC1 (S)-2-amino-2-cycloheptyl-N-(5-(4-cyclopropyl-1-methyl-1H-1,2,3-triazol-5-yl)pyridin-2-yl)acetamide